O1N=C(C=C1)CNC1=NC(N(C2=CC(=CC(=C12)OC)C(F)(F)F)C1=CC=CC=C1)=O 4-((Isoxazol-3-ylmethyl)amino)-5-methoxy-1-phenyl-7-(trifluoromethyl)quinazolin-2(1H)-one